C1(CC1)N1CCN(CC1)CC1=C(C=C(C(=O)NC2=CC(=CC=C2)[C@H](C)NC=2C=NC=3C(N2)=NN(C3)CC)C=C1)C (S)-4-((4-cyclopropylpiperazin-1-yl)methyl)-N-(3-(1-((2-ethyl-2H-pyrazolo[3,4-b]pyrazin-6-yl)amino)ethyl)phenyl)-3-methylbenzamide